CC1=CC=C(C=C1)S(=O)(=O)NC(C=1OC(=NN1)C1=CC=CC=C1)C1=CC=CC=C1 4-methyl-N-(phenyl(5-phenyl-1,3,4-oxadiazol-2-yl)methyl)benzenesulfonamide